ClC1=C(C=CC=C1)CC(=O)NC1=CC(=C(C=C1)COC1=CC=C(C=C1)F)S(N)(=O)=O 2-(2-chlorophenyl)-N-(4-((4-fluorophenoxy)methyl)-3-sulfamoylphenyl)acetamide